C[C@@]12N(C[C@@H](NC1)CC2)C(=O)OC(C)(C)C tert-Butyl (1S,4S)-1-methyl-2,5-diazabicyclo[2.2.2]octane-2-carboxylate